[3,5-dimethyl-1-(4-nitrophenyl)pyrazol-4-yl]-4-(trifluoromethoxy)benzamide CC1=NN(C(=C1C1=C(C(=O)N)C=CC(=C1)OC(F)(F)F)C)C1=CC=C(C=C1)[N+](=O)[O-]